3-(4-methylpiperazin-1-yl)-5-bromo-1-((4-fluorophenyl)methyl)pyrazin CN1CCN(CC1)C=1CN(C=C(N1)Br)CC1=CC=C(C=C1)F